C1(CC1)S(=O)(=O)N(C(OC(C)(C)C)=O)C=1N=C(SC1)C tert-butyl N-(cyclopropanesulfonyl)-N-(2-methyl-1,3-thiazol-4-yl)carbamate